FC(OC1=C(C=CC(=C1)N1CCC(CC1)N1CCN(CCC1)C)NC1=NC=C(C(=N1)NC1=C(SC=C1)C(=O)N)C(F)(F)F)F 3-((2-((2-(difluoromethoxy)-4-(4-(4-methyl-1,4-diazepan-1-yl)piperidin-1-yl)phenyl)amino)-5-(trifluoromethyl)pyrimidin-4-yl)amino)thiophene-2-carboxamide